6-[2-(3-methoxyphenyl)pyrrolidin-1-yl]-4-(3-methylmorpholin-4-yl)-1H-pyridin-2-one COC=1C=C(C=CC1)C1N(CCC1)C1=CC(=CC(N1)=O)N1C(COCC1)C